(2S,3S)-3-hydroxytetrahydropyrrole-2-carboxylic acid O[C@@H]1[C@H](NCC1)C(=O)O